2,7-Diformylanthracene C(=O)C1=CC2=CC3=CC(=CC=C3C=C2C=C1)C=O